hexadienenon CC(C=C=C=C)=O